N-(4-cyanobenzyl)-carbazole C(#N)C1=CC=C(CN2C3=CC=CC=C3C=3C=CC=CC23)C=C1